5-chloro-2-(4-{[(4R)-3,3-dimethyloxan-4-yl]amino}pyrido[3,4-d]pyridazin-1-yl)phenol ClC=1C=CC(=C(C1)O)C1=C2C(=C(N=N1)N[C@H]1C(COCC1)(C)C)C=NC=C2